C(CCCC)C(CCOC(CCCCCCC(CCCCCCCCCC)=O)=O)CCCCC.C(CCCCCCCCC)ONC(CCCCC=CC(=O)OCCC(CCCCC)CCCCC)CCCCCCCCCC 3-pentyloctyl 8-[(decyloxy)amino]octadecenoate 3-Pentyloctyl-8-oxooctadecanoate